C1(=CC=CC=C1)[C@H](C)O (S)-alpha-phenylethylalcohol